Cl.FC(C1C(CNCC1)O)(F)F 4-(trifluoromethyl)piperidine-3-ol hydrochloride